1-[(7S)-1-[3-[(1S)-1-(2,2-difluoro-1,3-benzodioxol-5-yl)ethoxy]phenyl]-3-(trifluoromethyl)-4,5,6,7-tetrahydroindazole-7-carbonyl]piperidine-4-carboxylic acid methyl ester COC(=O)C1CCN(CC1)C(=O)[C@H]1CCCC=2C(=NN(C12)C1=CC(=CC=C1)O[C@@H](C)C1=CC2=C(OC(O2)(F)F)C=C1)C(F)(F)F